N-(2-Bromo-4-(perfluoropropan-2-yl)-6-(trifluoromethyl)phenyl)-3-(N-(cyclopropylmethyl)-4-(trifluoromethoxy)benzamido)-2-fluorobenzamid BrC1=C(C(=CC(=C1)C(C(F)(F)F)(C(F)(F)F)F)C(F)(F)F)NC(C1=C(C(=CC=C1)N(C(C1=CC=C(C=C1)OC(F)(F)F)=O)CC1CC1)F)=O